4-[2-methyl-7-(4,4,5-trimethyl-1,3,2-dioxaborolan-2-yl)-1-benzothiophen-4-yl]-1-(oxan-2-yl)pyrazole CC=1SC2=C(C1)C(=CC=C2B2OC(C(O2)(C)C)C)C=2C=NN(C2)C2OCCCC2